((1,1'-biphenyl)-4-sulfenyl)-indole C1(=CC=C(C=C1)SC=1NC2=CC=CC=C2C1)C1=CC=CC=C1